N-(5-((4-ethylpiperazin-1-yl)methyl)pyridin-2-yl)-5-fluoro-4-(6-phenyl-imidazo[1,2-a]pyridin-3-yl)pyrimidin-2-amine C(C)N1CCN(CC1)CC=1C=CC(=NC1)NC1=NC=C(C(=N1)C1=CN=C2N1C=C(C=C2)C2=CC=CC=C2)F